tert-Butyl 4-((4-(5-(2,4-dioxotetrahydropyrimidin-1(2H)-yl)-1H-indol-1-yl)piperidin-1-yl)methyl)-4-fluoropiperidine-1-carboxylate O=C1N(CCC(N1)=O)C=1C=C2C=CN(C2=CC1)C1CCN(CC1)CC1(CCN(CC1)C(=O)OC(C)(C)C)F